(S)-N-((R or S)-(3-chloro-2,4-difluorophenyl)(trans-3-(trifluoromethyl)cyclobutyl)methyl)-2-oxoimidazolidine-4-carboxamide ClC=1C(=C(C=CC1F)[C@H](NC(=O)[C@H]1NC(NC1)=O)[C@@H]1C[C@H](C1)C(F)(F)F)F |o1:8|